3-phenyl-2-(pyridin-4-yl)-2,3-dihydro-oxazole C1(=CC=CC=C1)N1C(OC=C1)C1=CC=NC=C1